di(n-butyl) carbonate C(OCCCC)(OCCCC)=O